ClC1=C2N=C(N(C2=NC(=N1)C#CC)[C@@H]1OCC[C@H]1O)C=1SC=CC1 (2R,3R)-2-(6-chloro-2-(prop-1-yn-1-yl)-8-(thiophen-2-yl)-9H-purin-9-yl)tetrahydrofuran-3-ol